NC1=CC(=NC=C1C(=O)N1CCC=2N(N=C3CCN(C[C@H]1C23)C(\C=C/Cl)=O)C2=CC=C(C=C2)C2CCC2)C(F)(F)F |o1:20| (R or S,Z)-1-(5-(4-amino-6-(trifluoromethyl)nicotinoyl)-2-(4-cyclobutylphenyl)-2,3,4,5,5a,6,8,9-octahydro-7H-1,2,5,7-tetraazabenzo[cd]azulen-7-yl)-3-chloroprop-2-en-1-one